1-(1-tosyl-4,5,6,7-tetrahydro-1H-indol-6-yl)ethan-1-one S(=O)(=O)(C1=CC=C(C)C=C1)N1C=CC=2CCC(CC12)C(C)=O